FC1=CC=C(C=C1)C(N1C[C@@H](N(C[C@H]1C)C1=C2C(=NC(=C1)NN)N(C=N2)C[C@H]2OCCC2)C)C2=CC=C(C=C2)F 7-((2S,5R)-4-(Bis(4-fluorophenyl)methyl)-2,5-dimethylpiperazin-1-yl)-5-hydrazineyl-3-(((S)-tetrahydrofuran-2-yl)methyl)-3H-imidazo[4,5-b]pyridine